O=C(CCCCC(=O)[O-])CCCC 6-oxodecanoate